4-((6-Fluoropyridin-3-Yl)amino)-6-acetamido-1H-indole-2-carboxylic acid FC1=CC=C(C=N1)NC1=C2C=C(NC2=CC(=C1)NC(C)=O)C(=O)O